CC1CCC(N1)=O 5-methylpyrrolidin-2-one